ClC=1C=C(OC2C(C(C2(C)C)C2=C(C(=O)N)C=CC(=C2)N2CCC(CC2)CO)(C)C)C=CC1C#N [3-(3-chloro-4-cyano-phenoxy)-2,2,4,4-tetramethyl-cyclobutyl]-4-[4-(hydroxymethyl)-1-piperidyl]benzamide